BrC=1C=C(C=CC1)N1C(C=CC=C1)=O 1-(3-bromophenyl)pyridin-2(1H)-one